3-bromo-2-fluoro-5-(trifluoromethyl)benzaldehyde BrC=1C(=C(C=O)C=C(C1)C(F)(F)F)F